OC1[C@@H]2[C@]3(CCC(C=C3CC[C@H]2[C@@H]2CCC([C@@]2(C)C1)=O)=O)C 11-hydroxyandrostenedione